FC1=C(C=CC=C1)C1=CC(N(C=C1C(=O)N1CCNCC1)C[C@]1(CCN(CC12CCCC2)C([C@@H](CC(F)(F)F)C)=O)O)=O 4-(2-fluorophenyl)-1-(((R)-10-hydroxy-7-((R)-4,4,4-trifluoro-2-methylbutyryl)-7-azaspiro[4.5]decan-10-yl)methyl)-5-(piperazine-1-carbonyl)pyridin-2(1H)-one